3-bromo-1-(trifluoromethyl)-6,7-dihydroimidazo[1,5-a]pyrazin-8(5H)-one BrC1=NC(=C2N1CCNC2=O)C(F)(F)F